tri(n-butyl)ammonium tetrakis[3,5-bis(trifluoro-methyl)phenyl]borate FC(C=1C=C(C=C(C1)C(F)(F)F)[B-](C1=CC(=CC(=C1)C(F)(F)F)C(F)(F)F)(C1=CC(=CC(=C1)C(F)(F)F)C(F)(F)F)C1=CC(=CC(=C1)C(F)(F)F)C(F)(F)F)(F)F.C(CCC)[NH+](CCCC)CCCC